3-chloro-6-fluorobenzoic acid ClC=1C=C(C(=O)O)C(=CC1)F